N-(4-{4-Chloro-2-[(3-cyano-1-azetidinyl)carbonyl]phenyl}-6-cyclopropyl-2-pyridyl)-1-cyclopropyl-5-{[(S)-2-methoxypropylamino]methyl}-2-oxo-1,2-dihydronicotinamide ClC1=CC(=C(C=C1)C1=CC(=NC(=C1)C1CC1)NC(C=1C(N(C=C(C1)CNC[C@H](C)OC)C1CC1)=O)=O)C(=O)N1CC(C1)C#N